C(C1=CC=CC=C1)OC1CCC(CC1)S(=O)(=O)N1CCCC1 (4-benzyloxycyclohexyl)sulfonylpyrrolidine